3-(2-(1-(Tetrahydro-2H-pyran-4-yl)-1H-pyrrolo[3,2-c]pyridin-6-yl)pyridin-4-yl)-5-(trifluoromethyl)-1,2,4-oxadiazole O1CCC(CC1)N1C=CC=2C=NC(=CC21)C2=NC=CC(=C2)C2=NOC(=N2)C(F)(F)F